N-(8-Amino-7-fluoro-6-(8-methyl-2,3-dihydro-1H-pyrido[2,3-b][1,4]oxazin-7-yl)isoquinolin-3-yl)pyrrolidine-1-carboxamide NC=1C(=C(C=C2C=C(N=CC12)NC(=O)N1CCCC1)C1=C(C2=C(OCCN2)N=C1)C)F